CP(C1=C(C=CC=C1)P(C)C)C 1,2-bis(dimethylphosphino)benzene